C(#N)C=1C=CC2=C(N(C(=N2)NC(=O)[C@@H]2C(C2)(C)C)C2=CC=C(C=C2)F)C1 (S)-N-(6-cyano-1-(4-fluorophenyl)-1H-benzo[d]imidazol-2-yl)-2,2-dimethylcyclopropane-1-carboxamide